BrCC=1C=C(C=CC1C(=O)OC)N1CCC(CC1)N1C[C@@H]2[C@H](C1)CC(C2)C(=O)OC(C)(C)C tert-butyl (3aR,6aS)-2-(1-(3-(bromomethyl)-4-(methoxycarbonyl)phenyl)piperidin-4-yl)octahydrocyclopenta[c]pyrrole-5-carboxylate